2-({6-[(1,3-benzothiazol-2-yl)amino]-5-methylpyridazin-3-yl}(methyl)amino)-5-(3-phenoxyazetidin-1-yl)-1,3-thiazole-4-carboxylic acid S1C(=NC2=C1C=CC=C2)NC2=C(C=C(N=N2)N(C=2SC(=C(N2)C(=O)O)N2CC(C2)OC2=CC=CC=C2)C)C